O=C1N(CCC(N1)=O)C1=CC=C(N=N1)CN1CCC(CC1)N1N=C2C=C(C(=CC2=C1)NC(C1=CC(=CC=C1)C(F)(F)F)=O)OC N-(2-(1-((6-(2,4-dioxotetrahydropyrimidin-1(2H)-yl)pyridazin-3-yl)methyl)piperidin-4-yl)-6-methoxy-2H-indazol-5-yl)-3-(trifluoromethyl)benzamide